OC1=C(C=CC=2SC=CC21)C2=NN=C(C(N2C)=O)NC[C@@H]2CN(CCO2)C (R)-3-(4-Hydroxybenzo[b]thiophen-5-yl)-4-methyl-6-(((4-methylmorpholin-2-yl)methyl)amino)-1,2,4-triazine-5(4H)-one